O1CCOC12CCN(CC2)C=2C=C(C=CC2)S(=O)(=O)N2CCC(CC2)NC(OC(C)(C)C)=O tert-butyl (1-((3-(1,4-dioxa-8-azaspiro[4.5]decan-8-yl)phenyl)-sulfonyl)piperidin-4-yl)carbamate